C1(CCCCC1)CN1N=C(C=2C1=NC=NC2)C 1-(cyclohexylmethyl)-3-methyl-1H-pyrazolo[3,4-d]pyrimidine